(3bS,4aR)-5,5-difluoro-3-(trifluoromethyl)-3b,4,4a,5-tetrahydro-1H-cyclopropa[3,4]cyclopenta[1,2-c]pyrazol FC1([C@H]2[C@@H](C3=C1NN=C3C(F)(F)F)C2)F